C(C)(C)(C)OC(=O)N1C[C@@H](CC1)OC1=C(C=C(C(=O)O)C=C1)[N+](=O)[O-] (R)-4-((1-(tert-butoxycarbonyl)pyrrolidin-3-yl)oxy)-3-nitrobenzoic acid